3-[[4-hydroxy-1-[(3R,4R)-1-[(4-methylpyrimidin-2-yl)methyl]-3-phenyl-piperidine-4-carbonyl]-4-piperidinyl]methyl]-7-phenyl-thieno[3,4-d]pyrimidin-4-one OC1(CCN(CC1)C(=O)[C@H]1[C@@H](CN(CC1)CC1=NC=CC(=N1)C)C1=CC=CC=C1)CN1C=NC=2C(C1=O)=CSC2C2=CC=CC=C2